Ethyl 4-((N-(2-(4-((2,2,2-trifluoro-N-(2-phenylcyclopropyl)acetamido)methyl)piperidin-1-yl)ethyl)sulfamoyl)methyl)benzoate FC(C(=O)N(C1C(C1)C1=CC=CC=C1)CC1CCN(CC1)CCNS(=O)(=O)CC1=CC=C(C(=O)OCC)C=C1)(F)F